(E)-N-[4-[(E)-3-[4-[2-Hydroxyethyl(methyl)amino]phenyl]prop-2-enoyl]phenyl]-3-phenylprop-2-enamide OCCN(C1=CC=C(C=C1)/C=C/C(=O)C1=CC=C(C=C1)NC(\C=C\C1=CC=CC=C1)=O)C